6-[5-[(1R)-1-(3,5-dichloro-4-pyridyl)ethoxy]-1H-indazol-3-yl]spiro[chromane-2,4'-piperidine]-4-one ClC=1C=NC=C(C1[C@@H](C)OC=1C=C2C(=NNC2=CC1)C=1C=C2C(CC3(CCNCC3)OC2=CC1)=O)Cl